COCCOCC1=CC=C(C=C1)C1=CC=C(C=C1)C(C(=O)O)(C)C 2-(4'-((2-methoxyethoxy)methyl)-[1,1'-biphenyl]-4-yl)-2-methylpropionic acid